5'-(3-((tert-butyldimethylsilyl)oxy)prop-1-en-2-yl)-3-fluoro-5-methoxy-6-propoxy-2,3'-bipyridine [Si](C)(C)(C(C)(C)C)OCC(=C)C=1C=C(C=NC1)C1=NC(=C(C=C1F)OC)OCCC